dodecanoylmethylfuran C(CCCCCCCCCCC)(=O)C1=C(OC=C1)C